5-{2-amino-[1,2,4]triazolo[1,5-a]pyridin-7-yl}-2-ethoxy-N-({2-[(2,2,2-trifluoroethyl)sulfanyl]phenyl}methyl)pyridine-3-carboxamide NC1=NN2C(C=C(C=C2)C=2C=C(C(=NC2)OCC)C(=O)NCC2=C(C=CC=C2)SCC(F)(F)F)=N1